N[C@H]1[C@@H]([C@@H]2CC[C@H](C1)O2)O |o1:1,2,3,6| (1S*,2S*,3R*,5R*)-3-amino-8-oxabicyclo[3.2.1]octan-2-ol